(2R,6S)-6-((4-bromophenoxy)methyl)-2-cyclopropyl-2-methyl-1,4-dioxane BrC1=CC=C(OC[C@@H]2COC[C@@](O2)(C)C2CC2)C=C1